ClC1=C(C=CC(=C1)F)C1=CC=C(N=N1)NC1C[C@@H]2[C@@H](CN(C2)CCC(C)(C)C)C1 (3aR,5s,6aS)-N-[6-(2-chloro-4-fluoro-phenyl)pyridazin-3-yl]-2-(3,3-dimethylbutyl)-3,3a,4,5,6,6a-hexahydro-1H-cyclopenta[c]pyrrol-5-amine